ClC1=C(CN2C(C3=NC=CC=C3C2=O)([2H])[2H])C(=CC(=C1)C=1C2=CN(N=C2C=CC1)C)F 6-(2-chloro-6-fluoro-4-(2-methyl-2H-indazol-4-yl)benzyl)-6,7-dihydro-5H-pyrrolo[3,4-b]pyridin-5-one-7,7-d2